(e)-hex-2-enoic acid C(\C=C\CCC)(=O)O